(E)-3-(4-bromophenyl)-1-(4-(cyclopropanecarbonyl)piperazin-1-yl)prop-2-en-1-one BrC1=CC=C(C=C1)/C=C/C(=O)N1CCN(CC1)C(=O)C1CC1